C(C)(C)(C)OC(=O)N1C[C@H]2N(C3=C(OC2)C(=CC(=C3)Br)F)CC1 (R)-9-bromo-7-fluoro-1,2,4a,5-tetrahydrobenzo[b]pyrazino[1,2-d][1,4]oxazine-3(4H)-carboxylic acid tert-butyl ester